Tert-butyl ((S)-(5-((R or S)-cyclopropyl((R or S)-2-oxo-4-(trifluoromethyl)-imidazolidin-1-yl)methyl)-4-fluorobenzo[d]oxazol-2-yl)(4,4-difluorocyclohexyl)methyl)-carbamate C1(CC1)[C@H](C=1C=CC2=C(N=C(O2)[C@H](C2CCC(CC2)(F)F)NC(OC(C)(C)C)=O)C1F)N1C(N[C@H](C1)C(F)(F)F)=O |o1:3,34|